CN1N=CC(=C1)C1=CC2=NC=CC(=C2O1)C=1C=C(C=CC1)S(=O)(=O)NCCNC(OC(C)(C)C)=O tert-butyl (2-((3-(2-(1-methyl-1H-pyrazol-4-yl)furo[3,2-b]pyridin-7-yl)phenyl)sulfonamido)ethyl)carbamate